CC1(OC2=C(C1)C=CC(=C2)C(C)N2CCN(CC2)C2=NC=C(C=N2)S(=O)(C)=N)C (2-(4-(1-(2,2-dimethyl-2,3-dihydrobenzofuran-6-yl)ethyl)piperazin-1-yl)pyrimidin-5-yl)(imino)(methyl)-λ6-sulfanone